2-(1H-1,2,4-triazole-1-yl)benzyl alcohol N1(N=CN=C1)C1=C(CO)C=CC=C1